The molecule is a carboxylic ester obtained by formal condensation of 9-(alpha-D-galactosyloxy)nonanoic acid and methanol. It is an alpha-D-galactoside, a monosaccharide derivative and a methyl ester. COC(=O)CCCCCCCCO[C@@H]1[C@@H]([C@H]([C@H]([C@H](O1)CO)O)O)O